(3R)-tert-butyl 8-((E)-3-(dimethylamino)acryloyl)-3,10-dimethyl-11-oxo-3,4,8,9,10,11-hexahydro-1H-pyrido[4',3':3,4]pyrazolo[1,5-a][1,4]diazepine-2(7H)-carboxylate CN(/C=C/C(=O)C1CN(C(C=2N(C1)N=C1C2CN([C@@H](C1)C)C(=O)OC(C)(C)C)=O)C)C